C(C1=CC=CC=C1)(=O)OC1=C(C=CC=C1Br)C#N 6-bromo-2-cyanophenyl benzoate